5-((4-(prop-2-ynyl)piperazin-1-yl)methyl)quinolin-8-ol C(C#C)N1CCN(CC1)CC1=C2C=CC=NC2=C(C=C1)O